C1(=CC=CC=C1)C1=CC(=CC(=C1)C1=C(C(=C2C(C=3C(O2)=C(C(=C(C3[2H])[2H])B3OC(C(O3)(C)C)(C)C)[2H])=C1[2H])[2H])[2H])C1=CC=CC=C1 2-(8-([1,1':3',1''-terphenyl]-5'-yl)dibenzo[b,d]furan-3-yl-1,2,4,6,7,9-d6)-4,4,5,5-tetramethyl-1,3,2-dioxaborolane